N-{3-[(3-aminopropyl)amino]propyl}-2-(4-methoxyphenyl)quinolin-4-amine NCCCNCCCNC1=CC(=NC2=CC=CC=C12)C1=CC=C(C=C1)OC